1,2-bisundecanoyl-sn-glycero-3-phosphocholine C(CCCCCCCCCC)(=O)OC[C@@H](OC(CCCCCCCCCC)=O)COP(=O)([O-])OCC[N+](C)(C)C